N-methyl-1-(tetrahydro-2H-pyran-4-yl)ethan-1-amine CNC(C)C1CCOCC1